5-chloro-N-(2,5-difluorobenzyl)-3-((3aR,3bR,4aS,5R,5aS)-2,2-dimethylhexahydrocyclopropa[3,4]cyclopenta[1,2-d][1,3]dioxol-5-yl)-3H-imidazo[4,5-b]pyridin-7-amine ClC1=CC(=C2C(=N1)N(C=N2)[C@@H]2[C@@H]1[C@H]([C@@H]3[C@H]2OC(O3)(C)C)C1)NCC1=C(C=CC(=C1)F)F